thiomorpholino(4-(7-((3-(4-thiomorpholinopiperidin-1-yl)propyl)amino)thieno[3,2-b]pyridin-5-yl)phenyl)methanone S1CCN(CC1)C(=O)C1=CC=C(C=C1)C1=CC(=C2C(=N1)C=CS2)NCCCN2CCC(CC2)N2CCSCC2